dodecyl (lauryl) ether C(CCCCCCCCCCC)OCCCCCCCCCCCC